C1=CC=CC=2C3=CC=CC=C3C(C12)N([C@H](C(=O)O)CC(F)(F)F)C(=O)OC (2S)-2-(9H-fluoren-9-yl-methoxycarbonylamino)-4,4,4-trifluorobutanoic acid